COC(=O)C=1C=CC=2N(C1)N(C(C2)=O)C.NC2=NN(C1=NC(=CC=C12)C1CC1)C(=O)C1=C(N=CS1)C (3-amino-6-cyclopropyl-1H-pyrazolo[3,4-b]pyridin-1-yl)(4-methylthiazol-5-yl)methanone methyl-1-methyl-2-oxopyrazolo[1,5-a]pyridine-6-carboxylate